C(CCCCCCCC)(=O)OCC(OC(CCCCCCCC)=O)COC(CCCCCCCC)=O glycerol trinonanoate